OC=1C(COC1C)=O 4-Hydroxy-5-methylfuran-3-one